IC=1C(=NN2C1C(N(C=C2)C)=O)OCCCOC=2N(N=CC2C=2C=C1C(=NN(C1=CC2)C2OCCCC2)C#C[Si](C(C)C)(C(C)C)C(C)C)C 3-iodo-5-methyl-2-[3-[2-methyl-4-[1-tetrahydropyran-2-yl-3-(2-triisopropylsilylethynyl)indazol-5-yl]pyrazol-3-yl]oxypropoxy]pyrazolo[1,5-a]pyrazin-4-one